(1r,4r)-4-(((2-(4-isopropylpiperidin-1-yl)pyrimidin-5-yl)amino)methyl)cyclohexane-1-carboxamide C(C)(C)C1CCN(CC1)C1=NC=C(C=N1)NCC1CCC(CC1)C(=O)N